N-[[3-[(1-ethylpyrrolidin-2-yl)methylcarbamoyl]phenyl]methyl]-6H-isochromeno[3,4-c]pyridine-8-carboxamide C(C)N1C(CCC1)CNC(=O)C=1C=C(C=CC1)CNC(=O)C=1C=CC2=C(C1)COC1=CN=CC=C12